2-butyl-N4-(5-cyclopropyl-1H-pyrazol-3-yl)-6-methoxy-7-(3-(pyrrolidin-1-yl)propoxy)quinazolin-2,4-diamine C(CCC)C1(NC2=CC(=C(C=C2C(=N1)NC1=NNC(=C1)C1CC1)OC)OCCCN1CCCC1)N